pentaerythritol diisocrotonate C(\C=C/C)(=O)OCC(COC(\C=C/C)=O)(CO)CO